Methyl(2-oxo-2-((s)-1-((quinoline-4-carbonyl)-glycyl)pyrrolidin-2-yl)acetyl)alaninate CN([C@@H](C)C(=O)[O-])C(C([C@H]1N(CCC1)C(CNC(=O)C1=CC=NC2=CC=CC=C12)=O)=O)=O